O1C(=CC=C1)C=O Furancarbaldehyde